3-chloro-2-((2-hydroxyethyl)amino)pyridine-4-thiol sodium [Na].ClC=1C(=NC=CC1S)NCCO